CC1N(CC(CC1)C)CC1=CC(=NC(=C1)C(F)(F)F)N1C(C2=CC(=CC=C2C1)C1(COC1)CC1=NN=CN1C)=O 2-(4-((2,5-Dimethylpiperidin-1-yl)methyl)-6-(trifluoromethyl)pyridin-2-yl)-6-(3-((4-methyl-4H-1,2,4-triazol-3-yl)methyl)oxetan-3-yl)isoindolin-1-one